CN(C(C1=C(C=CC=C1)C)=O)C1=C(C=C(C=C1)S(N[C@H](C)C1CCNCC1)(=O)=O)C (R)-N,2-dimethyl-N-(2-methyl-4-(N-(1-(piperidin-4-yl)ethyl)sulfamoyl)phenyl)benzamide